1-(5-(4-Methoxy-2-nitrophenyl)-6-(6-methylpyridin-2-yl)-2,3-dihydro-1H-imidazo[1,2-a]imidazol-1-yl)ethan-1-one COC1=CC(=C(C=C1)C1=C(N=C2N1CCN2C(C)=O)C2=NC(=CC=C2)C)[N+](=O)[O-]